4,4'-thiobis(3,5-dichlorobenzene) S(C1=C(C=CC=C1Cl)Cl)C1=C(C=CC=C1Cl)Cl